C(C)(C)(C)OC(=O)N(C(C(=O)O)(CC1=CC=CC=C1)C)C 2-[tert-butoxycarbonyl(methyl)amino]-2-methyl-3-phenyl-propanoic acid